6-(azetidin-1-yl)-N-(5-(6-((2-methylpyridin-4-yl)amino)-3H-imidazo[4,5-b]pyridin-2-yl)pyridin-2-yl)quinolin-4-amine N1(CCC1)C=1C=C2C(=CC=NC2=CC1)NC1=NC=C(C=C1)C1=NC=2C(=NC=C(C2)NC2=CC(=NC=C2)C)N1